S1(C=CC=C1)[Sn](CCCC)(CCCC)CCCC Thien-1-yl-tributylstannane